CCCCCC(CC(CCCCCCCCCCCC)O)O eicosane-6,8-diol